Methyl 5-(5-phenyl-1,3,4-thiadiazol-2-yl)-2H-1,2,6-thiadiazine-3-carboxylate 1,1-dioxide C1(=CC=CC=C1)C1=NN=C(S1)C=1C=C(NS(N1)(=O)=O)C(=O)OC